N(=[N+]=[N-])CCCOC1=CC(C=C2OC3=CC(=CC=C3N=C12)NC)=O 1-(3-azido-propoxy)-7-methylamino-phenoxazin-3-one